2-tetracosanyl-sn-glycerol C(CCCCCCCCCCCCCCCCCCCCCCC)OC(CO)CO